FC(C(=O)O)(F)F.CC1=C(C=C(C=C1)NC(=O)C1CNCCC1)C(N[C@H](C)C1=CC=CC2=CC=CC=C12)=O N-(4-methyl-3-(((R)-1-(naphthalen-1-yl)ethyl)carbamoyl)phenyl)piperidine-3-carboxamide 2,2,2-trifluoroacetate